ClC=1C=C(C=2N(N1)C=C(N2)CO)N2C(N(C(C2)=O)C)=O 1-(6-chloro-2-(hydroxymethyl)imidazo[1,2-b]pyridazin-8-yl)-3-methylimidazolidine-2,4-dione